C(O[C@@H]1[C@H](O[C@H]([C@H]1F)N1C2=NC(=NC(=C2N=C1)OCCCC)Cl)CO[Si](C1=CC=CC=C1)(C1=CC=CC=C1)C(C)(C)C)(OC(C)(C)C)=O (2R,3R,4S,5R)-5-(6-butoxy-2-chloro-9H-purin-9-yl)-2-(((tert-butyldiphenyl-silyl)oxy)-methyl)-4-fluorotetrahydrofuran-3-yl tert-butyl carbonate